5-fluoro-2-morpholinonicotinic acid ethyl ester C(C)OC(C1=C(N=CC(=C1)F)N1CCOCC1)=O